N-(3-chloro-5-(methylsulfonyl)phenyl)-1-(5-(1-methyl-2-oxopiperidin-4-yl)pyridin-2-yl)-1H-pyrazole-4-carboxamide ClC=1C=C(C=C(C1)S(=O)(=O)C)NC(=O)C=1C=NN(C1)C1=NC=C(C=C1)C1CC(N(CC1)C)=O